N1=CN=CC2=C1C(=CS2)C(=O)O thieno[3,2-d]pyrimidine-7-carboxylic acid